2-[(2S)-1-[3-ethyl-7-[[6-[2-(4-piperidylmethoxy)ethoxy]-3-pyridyl]methylamino]pyrazolo[1,5-a]pyrimidin-5-yl]-2-piperidyl]ethanol C(C)C=1C=NN2C1N=C(C=C2NCC=2C=NC(=CC2)OCCOCC2CCNCC2)N2[C@@H](CCCC2)CCO